C(=O)(OCC1C2=CC=CC=C2C2=CC=CC=C12)NCC=O N-(Fmoc)-2-aminoacetaldehyde